Trans-4-(4-methyl-5-{[3-(propan-2-yl)phenoxy]methyl}-4H-1,2,4-triazol-3-yl)cyclohexylamine CN1C(=NN=C1COC1=CC(=CC=C1)C(C)C)[C@@H]1CC[C@H](CC1)N